C1(=CC=CC=C1)C(C1=CC=C(C=C1)C(C1=CC=CC=C1)(C1=CC=CC=C1)C1=CC=CC=C1)(C1=CC=CC=C1)C1=CC=CC=C1 1,4-bis(triphenylmethyl)benzene